ClCCC[Si](OC)(OC)OC gamma-chloropropyltrimethoxysilane